O[C@H]1[C@@H](O[C@@H]([C@H]1O)CO)[N+]1=CC(=CC=C1)C(=O)OC(C)(C)CC 1-((2R,3R,4S,5R)-3,4-dihydroxy-5-(hydroxymethyl)tetrahydrofuran-2-yl)-3-((tert-pentyloxy)carbonyl)pyridin-1-ium